2-chloro-5-(((E)-2-((E)-1-nitro-3-(thiophen-3-yl)allylidene)imidazolidin-1-yl)methyl)pyridine ClC1=NC=C(C=C1)CN1/C(/NCC1)=C(\C=C\C1=CSC=C1)/[N+](=O)[O-]